(1R,3R,3aS,6aS)-3-(4-fluorophenyl)-4,6-dioxo-3a,5-diphenyl-octahydropyrrolo[3,4-c]pyrrole FC1=CC=C(C=C1)[C@H]1NC[C@H]2C(N(C([C@]21C2=CC=CC=C2)=O)C2=CC=CC=C2)=O